CSCO[C@H]1C[C@@H](O[C@@H]1CO[Si](C)(C)C(C)(C)C)N1C=NC=2C(N)=NC=NC12 3'-O-methylthiomethyl-5'-O-tert-butyldimethylsilyl-2'-deoxyadenosine